FC=1C=C(NC2=NC=C(C(=N2)N[C@H](CO)C2=CC=CC=C2)C(=O)OCC)C=CC1S(=O)(=O)C ethyl 2-(3-fluoro-4-methylsulfonyl-anilino)-4-[[(1S)-2-hydroxy-1-phenyl-ethyl]amino]-pyrimidine-5-carboxylate